FC=1C(=NC(=NC1)NC1=CC=C(C=N1)N1CCC2(CCC(N2)=O)CC1)C1=C(N=C(S1)NC)C 8-(6-((5-fluoro-4-(4-methyl-2-(methylamino)thiazol-5-yl)pyrimidin-2-yl)amino)pyridin-3-yl)1,8-diazaspiro[4.5]decan-2-one